2-[4-chloro-6-[4-(2,6-diazaspiro[3.3]heptan-2-yl)phenyl]-1-oxo-isoindolin-2-yl]-2-(6,7-dihydro-5H-pyrrolo[1,2-c]imidazol-1-yl)-N-thiazol-2-yl-acetamide, trifluoroacetic acid salt FC(C(=O)O)(F)F.ClC1=C2CN(C(C2=CC(=C1)C1=CC=C(C=C1)N1CC2(C1)CNC2)=O)C(C(=O)NC=2SC=CN2)C2=C1N(C=N2)CCC1